(1R,3S)-3-(3-{[(1-methyl-1H-pyrazol-3-yl)acetyl]amino}-1H-pyrazol-5-yl)cyclopentyl(4-methyltetrahydro-2H-pyran-4-yl)carbamate CN1N=C(C=C1)CC(=O)NC1=NNC(=C1)[C@@H]1C[C@@H](CC1)N(C([O-])=O)C1(CCOCC1)C